5-[7-[2-(1H-indol-3-yl)ethylamino]Pyrazolo[1,5-a]Pyrimidin-5-yl]Pyridine-3-carbonitrile N1C=C(C2=CC=CC=C12)CCNC1=CC(=NC=2N1N=CC2)C=2C=C(C=NC2)C#N